tert-Butyl 2-chloro-1-fluoro-12-(methylthio)-5,5a,6,7,9,10-hexahydro-8H-4-oxa-3,8,10a,11,13-pentaazanaphtho[1,8-ab]heptalene-8-carboxylate ClC=1C(=C2N=C(N=C3C2=C(OCC2CCN(CCN32)C(=O)OC(C)(C)C)N1)SC)F